O1CCOC2=C1C=CC(=C2)C=2N=C1N(C(C2)=O)C=C(C=C1)N1CCN(CCC1)C 2-(2,3-dihydro-1,4-benzodioxin-6-yl)-7-(4-methyl-1,4-diazepan-1-yl)-4H-pyrido[1,2-a]pyrimidin-4-one